6-chloro-N-(2-fluoro-3-methyl-4-((1-methyl-1H-benzo[d][1,2,3]tri-azol-5-yl)oxy)phenyl)pyrido[3,2-d]pyrimidin-4-amine ClC=1C=CC=2N=CN=C(C2N1)NC1=C(C(=C(C=C1)OC1=CC2=C(N(N=N2)C)C=C1)C)F